Disodium phosphonate P([O-])([O-])=O.[Na+].[Na+]